C1(=CC=CC=C1)C1=NC(NC(=N1)CCC)=O 4-phenyl-6-propyl-1,3,5-triazin-2(1H)-one